C(N)(=O)C1=CC=C(OC2=C(N=NN2)C(=O)O)C=C1 5-(4-carbamoylphenoxy)-1H-1,2,3-triazole-4-carboxylic acid